1-{1-[4-chloro-4'-(4-isobutylpiperazin-1-yl)[biphenyl]-2-yl]piperidin-3-yl}-5-(difluoromethyl)-1H-pyrazole-4-carboxylic acid ClC1=CC(=C(C=C1)C1=CC=C(C=C1)N1CCN(CC1)CC(C)C)N1CC(CCC1)N1N=CC(=C1C(F)F)C(=O)O